BrC=1C=CC(=NC1)OC1CC(C1)OCCOCCOCCOCCOCC1=CC=CC=C1 5-bromo-2-((1r,3r)-3-((1-phenyl-2,5,8,11-tetraoxatridec-13-yl)oxy)cyclobutoxy)pyridine